FC1=C(C(=CC=C1)C)N1CCC(CC1)N [1-(2-fluoro-6-methyl-phenyl)-piperidin-4-yl]-amine